Cl.S1C(=CC=C1)CNC(=N)N 1-(thiophen-2-yl-methyl)guanidine hydrochloride